C(C)(C)[Sn](N)(N)C(C)C diisopropyldiaminotin